(((3S,4R)-1-(5-hydroxypentyl)pyrrolidine-3,4-diyl)bis(oxy))bis(pentane-5,1-diyl)bis(2-hexyldecanoate) OCCCCCN1C[C@@H]([C@@H](C1)OCCCCCC(C(=O)[O-])(CCCCCCCC)CCCCCC)OCCCCCC(C(=O)[O-])(CCCCCCCC)CCCCCC